7-(3-methoxyphenyl)-1H-indole-2-carboxylic acid COC=1C=C(C=CC1)C=1C=CC=C2C=C(NC12)C(=O)O